C(#C)C1=C2C(=CC(=CC2=CC=C1F)O)C1=C(C=2N=C(N=C(C2C=N1)C1=CC(=CC=C1)F)OC[C@]12CCCN2C[C@@H](C1)F)F 5-ethynyl-6-fluoro-4-[8-fluoro-4-(3-fluorophenyl)-2-{[(2R,7aS)-2-fluorotetrahydro-1H-pyrrolizin-7a(5H)-yl]methoxy}pyrido[4,3-d]pyrimidin-7-yl]naphthalen-2-ol